ClC1=NC=NC(=C1OCCN(C(OC(C)(C)C)=O)C)Cl Tert-butyl N-[2-(4,6-dichloropyrimidin-5-yl) oxyethyl]-N-methylcarbamate